N-(1-(difluoromethyl)-2-oxo-1,2-dihydropyridin-3-yl)-7-isobutoxy-2-(1-methyl-2-oxabicyclo[2.1.1]hexan-4-yl)imidazo[1,2-a]pyridine-6-carboxamide FC(N1C(C(=CC=C1)NC(=O)C=1C(=CC=2N(C1)C=C(N2)C21COC(C2)(C1)C)OCC(C)C)=O)F